OC[C@H](C1=CC=CC=C1)NC1=CC(=NC=C1C1=NC(=NO1)C1=CC=NC=C1)NC1=CC=C2C(=N1)C(NC2=O)(C)C (S)-2-((4-((2-hydroxy-1-phenylethyl)amino)-5-(3-(pyridin-4-yl)-1,2,4-oxadiazol-5-yl)pyridin-2-yl)amino)-7,7-dimethyl-6,7-dihydro-5H-pyrrolo[3,4-b]pyridin-5-one